C1=CC=C(C=2OC3=C(C21)C=CC=C3)N(C=3C=CC=2N(C1=CC=CC=C1C2C3)C3=CC(=CC(=C3)C(C)(C)C)C(C)(C)C)C3=CC=2C(C1=CC=CC=C1C2C=C3)(C)C N-(dibenzofuran-4-yl)-N-(9,9-dimethyl-9H-fluoren-2-yl)-9-(3,5-di-tert-butylphenyl)-9H-carbazole-3-amine